tert-butyl [(1S,3R)-3-{[6-(2,2,2-trifluoroethyl)thieno[2,3-d]pyrimidin-4-yl]amino}cyclohexyl]carbamate FC(CC1=CC2=C(N=CN=C2N[C@H]2C[C@H](CCC2)NC(OC(C)(C)C)=O)S1)(F)F